N-[4-(2,3-dihydro-1H-indol-4-yl)-7-methoxy-1H-1,3-benzodiazol-2-yl]-1-(2-methoxyethyl)-1H-pyrazole-4-carboxamide N1CCC2=C(C=CC=C12)C1=CC=C(C=2NC(=NC21)NC(=O)C=2C=NN(C2)CCOC)OC